(R)-3-(4-(4-(1-((1R,2S)-2-methylcyclopentyl)-1H-pyrazol-4-yl)pyrazolo[1,5-a]pyrazin-6-yl)-1H-pyrazol-1-yl)propane-1,2-diol C[C@@H]1[C@@H](CCC1)N1N=CC(=C1)C=1C=2N(C=C(N1)C=1C=NN(C1)C[C@H](CO)O)N=CC2